ClC=1C(=C(C=CC1Cl)NC1=NC=NC2=CC(=C(C=C12)OC1CCNCC1)OC)F N-(3,4-dichloro-2-fluorophenyl)-7-methoxy-6-(piperidin-4-yloxy)quinazolin-4-amine